FC(C(C)(O)C)(C1=CC(=CC=C1)[C@@H](C)NC=1C2=C(N=C(N1)C)C(=NC(=C2)S(=O)(=O)C)C)F 1,1-Difluoro-1-{3-[(1R)-1-{[6-(methylsulfonyl)-2,8-dimethylpyrido[3,4-d]pyrimidin-4-yl]amino}ethyl]phenyl}-2-methylpropan-2-ol